COC1=CC(=CC=2N(C=NC21)C(=O)NCCC2=CC=CC=C2)N2CCOCC2 4-Methoxy-6-morpholino-N-phenethyl-1H-benzo[d]imidazole-1-carboxamide